C(C1=CC=CC=C1)C=1CCCC2=C(C1C1=CC=C(C=C1)CC1CN(C1)CCCF)C=CC=C2 8-Benzyl-9-(4-((1-(3-fluoropropyl)azetidin-3-yl)methyl)phenyl)-6,7-dihydro-5H-benzo[7]annulen